C(C)(C)C=1C(=C(C=CC1)N=C=N)C(C)C diisopropylphenyl-carbodiimide